2-(6-cyano-2,4-diisopropylpyridin-3-yl)acetic acid C(#N)C1=CC(=C(C(=N1)C(C)C)CC(=O)O)C(C)C